sodium 1,2,4,5-tetramercaptobenzene SC1=C(C=C(C(=C1)S)S)S.[Na]